2-(chlorocarbonyloxy)-N,N,N-trimethylethylammonium chloride [Cl-].ClC(=O)OCC[N+](C)(C)C